5,5-diethyl-3-(2'-fluorobiphenyl-4-yl)imidazolidine-2,4-dione C(C)C1(C(N(C(N1)=O)C1=CC=C(C=C1)C1=C(C=CC=C1)F)=O)CC